C(C)(=O)[O-].[Sn+2].C(C)(=O)[O-] tin(II) acetate